C(C)(C)(C)OC(=O)N[C@H](COC=1C(=C(C=CC1)C#CCCC(=O)OC)Cl)CCC(N)=O Methyl 5-[3-[(2S)-2-[(tert-butoxycarbonyl)amino]-4-carbamoylbutoxy]-2-chlorophenyl]pent-4-ynoate